CCC(CCCCCCCCCCCCC)[NH3+] 3-hexadecylammonium